CC=1C=C(C(=C(C1)O)CC=C(C)C)O 5-Methyl-2-(3-methylbut-2-en-1-yl)benzene-1,3-diol